CC1=C(OC2=C(C=C(C=C2C1=O)C)C(C)NC1=C(C(=O)O)C=CC=C1)C1=CC=C(C=C1)N1CCN(CC1)C1COC1 [1-[3,6-dimethyl-2-[4-[4-(oxetan-3-yl)piperazin-1-yl]phenyl]-4-oxo-chromen-8-yl]ethylamino]benzoic acid